NC1=NC(=CN=C1)CC1CC1 C2-amino-6-(cyclopropylmethyl)pyrazine